FC(C(C(F)(F)OC(C=C)=O)(F)F)CC(F)(F)F acrylic acid octafluoropentyl ester